Cl[Si](CCCCCCCC)(C)C chlorodimethyloctyl-silane